ClCC1=CN=C(N1C1CC1)[N+](=O)[O-] 5-(chloromethyl)-1-cyclopropyl-2-nitro-imidazole